4-(2-(difluoromethyl)-2H-1,2,3-triazol-4-yl)-6-(4-fluorophenyl)nicotinonitrile FC(N1N=CC(=N1)C1=CC(=NC=C1C#N)C1=CC=C(C=C1)F)F